2-(3-methylbenzylamino)-6-hydroxypurine CC=1C=C(CNC2=NC(=C3NC=NC3=N2)O)C=CC1